COC(C1=CN=C(C=C1)CNC(=O)OC(C)(C)C)=O 6-(((tert-butoxycarbonyl)amino)methyl)nicotinic acid methyl ester